5-(2-Fluorophenyl)-4-Iodo-1-(4-methoxybenzyl)-1H-pyrazole FC1=C(C=CC=C1)C1=C(C=NN1CC1=CC=C(C=C1)OC)I